ClC=1C=C(C2=C(C=C([C@H](O2)C(F)(F)F)C(=O)O)C1)Cl (S)-6,8-dichloro-2-(trifluoromethyl)-2H-1-benzopyran-3-carboxylic acid